N-(2-Aminoethyl)-3-aminopropyldimethoxymethylsilan NCCNCCC[SiH2]C(OC)OC